(1S,2S)-N-(8-amino-7-fluoro-6-(4-methylpyridin-3-yl)isoquinolin-3-yl)-2-(1-methyl-1H-1,2,3-triazol-4-yl)cyclopropane-1-carboxamide NC=1C(=C(C=C2C=C(N=CC12)NC(=O)[C@@H]1[C@H](C1)C=1N=NN(C1)C)C=1C=NC=CC1C)F